1-Propyl-3-Methylpyrrolidinium cyanid [C-]#N.C(CC)[NH+]1CC(CC1)C